COC=1C=C(C=CC1OC1CC(C1)N(C)C)NC1=NC=CC(=N1)NC=1C=NC=2CCCCC2C1 2-{3-methoxy-4-[(1s,3s)-3-(dimethylamino)cyclobutoxy]phenylamino}-4-(5,6,7,8-tetrahydro-3-quinolylamino)pyrimidine